[Si](C1=CC=CC=C1)(C1=CC=CC=C1)(C(C)(C)C)OC\C=C/COC1=C(C=CC(=C1)[N+](=O)[O-])N1CCN(CC1)C (Z)-1-(2-((4-((tert-butyldiphenylsilyl)oxy)but-2-en-1-yl)oxy)-4-nitrophenyl)-4-methylpiperazine